2-methoxy-6-vinyl-quinazoline COC1=NC2=CC=C(C=C2C=N1)C=C